5-(6-fluoro-3H-indenyl)-1H-imidazole FC1=CC=C2CC=C(C2=C1)C1=CN=CN1